3,5-dibromo-1-(methyl-d3)-1H-pyrazole BrC1=NN(C(=C1)Br)C([2H])([2H])[2H]